2-[4-[1-(2,6-dioxo-3-piperidyl)-3-methyl-2-oxo-benzimidazol-4-yl]oxy-1-piperidyl]acetic acid O=C1NC(CCC1N1C(N(C2=C1C=CC=C2OC2CCN(CC2)CC(=O)O)C)=O)=O